5-(2-(4'-(pentafluoro-λ6-sulfaneyl)-[1,1'-biphenyl]-4-yl)vinyl)-1H-1,2,3-triazole-4-carboxylic acid FS(C1=CC=C(C=C1)C1=CC=C(C=C1)C=CC1=C(N=NN1)C(=O)O)(F)(F)(F)F